ethyl 4-(3-(3,4-dimethoxyphenyl)-1,2-dimethyl-1H-pyrrolo[2,3-c]pyridin-5-yl)-[1,4'-bipiperidine]-1'-carboxylate COC=1C=C(C=CC1OC)C1=C(N(C2=CN=C(C=C21)C2CCN(CC2)C2CCN(CC2)C(=O)OCC)C)C